4-chloro-1H-spiro[furo[3,4-c]pyridine-3,4'-piperidin]-1-one ClC1=NC=CC2=C1C1(CCNCC1)OC2=O